F[C@H]1CN(C[C@@H](C1)NC1=NC=C(C=N1)C(F)(F)F)C1=NC=C2N1C=CN=C2N2C[C@@H](CC2)NC(C=C)=O N-((R)-1-(3-((3R,5R)-3-Fluoro-5-((5-(trifluoromethyl)pyrimidin-2-yl)amino)piperidin-1-yl)imidazo[1,5-a]pyrazin-8-yl)pyrrolidin-3-yl)acrylamide